(R)-1-isobutyryl-2-allyl-pyrrolidine-2-carboxamide C(C(C)C)(=O)N1[C@@](CCC1)(C(=O)N)CC=C